silicic acid-potassium salt [K+].[Si]([O-])([O-])([O-])[O-].[K+].[K+].[K+]